CC1=NN(C(=N1)C)CC=1N=NN(C1)[C@H](C(=O)N1[C@@H](C[C@H](C1)O)C(=O)NC)C(C)(C)C (2S,4R)-1-[(2S)-2-[4-[(3,5-dimethyl-1,2,4-triazol-1-yl)methyl]triazol-1-yl]-3,3-dimethyl-butanoyl]-4-hydroxy-N-methyl-pyrrolidine-2-carboxamide